ClC1=C(C=C(C=C1)S(=O)(=O)C1=CC=C(C=C1)[N+](=O)[O-])C(F)(F)F 1-chloro-4-(4-nitrophenylsulfonyl)-2-(trifluoromethyl)benzene